F[C@@H]1COCC[C@H]1NC1=NC=C2N=C(N(C2=N1)C1CCC(CC1)C(=O)N)NC1=C(C=C(C=C1F)F)F (1S,4S)-4-(2-((3S,4R)-3-fluorotetrahydro-2H-pyran-4-ylamino)-8-(2,4,6-trifluorophenylamino)-9H-purin-9-yl)cyclohexanecarboxamide